[N+](=O)([O-])OCCCCCC(=O)O (1S,2E)-6-(nitrooxy)-hexanoic acid